CN(CCCCN)C N,N-dimethyl-1,4-Butanediamine